benzyl 5-((1,19-diamino-10-((3-((3-aminopropyl)amino)-3-oxopropoxy)methyl)-5,15-dioxo-8,12-dioxa-4,16-diazanonadecan-10-yl)amino)-5-oxopentanoate TFA salt OC(=O)C(F)(F)F.NCCCNC(CCOCC(COCCC(NCCCN)=O)(COCCC(=O)NCCCN)NC(CCCC(=O)OCC1=CC=CC=C1)=O)=O